C(C)C1=CC2=C(CCO[C@]23C[C@@H](N(CC3)CC3CC(C3)NS(=O)(=O)CCO)C)S1 N-[3-[[(2'S,4R)-2-ethyl-2'-methyl-spiro[6,7-dihydrothieno[3,2-c]pyran-4,4'-piperidin]-1'-yl]methyl]cyclobutyl]-2-hydroxy-ethanesulfonamide